CC=1C(=NC=C(C1)C)OCC(C(=O)N[C@H]1CN(CC12CC2)C)(C)C (R)-3-((3,5-dimethylpyridin-2-yl)oxy)-2,2-dimethyl-N-(5-methyl-5-azaspiro[2.4]hept-7-yl)propionamide